(S)-5-chloro-4-methyl-1,4-dihydro-2H-pyrimidine ClC=1[C@@H](NCNC1)C